1-cyclopentyl-4-((6-(pyrrolidin-1-yl)pyridin-3-yl)methyl)piperazine-2,3-dione C1(CCCC1)N1C(C(N(CC1)CC=1C=NC(=CC1)N1CCCC1)=O)=O